[6-[2-(5-cyclopropyl-2-methylpyrazol-3-yl)oxy-4-fluorophenyl]pyridin-3-yl]methanamine C1(CC1)C=1C=C(N(N1)C)OC1=C(C=CC(=C1)F)C1=CC=C(C=N1)CN